N-(3-((3-amino-1,2,4-triazin-6-yl)ethynyl)-2,4-difluorophenyl)-5-chloro-2-methylpyridine-3-sulfonamide NC=1N=NC(=CN1)C#CC=1C(=C(C=CC1F)NS(=O)(=O)C=1C(=NC=C(C1)Cl)C)F